C(C)(C)(C)C1=C(C(=CC(=C1)C)C1=C(C=CC=C1)N(CCOCC)C1=C(C(=CC(=C1)C)C(C)(C)C)O)O 3-tert-butyl-2'-((3-tert-butyl-2-hydroxy-5-methylphenyl)(2-ethoxyethyl)amino)-5-methyl-[1,1'-biphenyl]-2-ol